7-amino-2-(3-(2-((1,5-dimethyl-1H-pyrazol-3-yl)amino)-5-methylpyrimidin-4-yl)-1H-indol-7-yl)isoindolin-1-one NC=1C=CC=C2CN(C(C12)=O)C=1C=CC=C2C(=CNC12)C1=NC(=NC=C1C)NC1=NN(C(=C1)C)C